5-(3-phenoxypropanoyl)amino-3-(octahydroindolizin-7-yl)-benzofuran O(C1=CC=CC=C1)CCC(=O)NC=1C=CC2=C(C(=CO2)C2CCN3CCCC3C2)C1